methyl-vinyl-di((1,1,1,3,5,5,5-heptamethyltrisiloxan-3-yl)oxy)-silane C[Si](O[Si](O[Si](C)(C)C)(O[Si](C)(C)C)C)(O[Si](O[Si](C)(C)C)(O[Si](C)(C)C)C)C=C